CNC(CN(C(OC(C)(C)C)=O)CC1=NC2=C(C=CC=C2C=C1)NS(=O)(=O)C1=CC=C(C=C1)C(F)(F)F)=O tert-Butyl (2-(methylamino)-2-oxoethyl)((8-((4-(trifluoromethyl)phenyl)sulfonamido)quinolin-2-yl)methyl)carbamate